di-hydroxynaphthalene OC1=C(C2=CC=CC=C2C=C1)O